N1C=C(C2=CC=CC=C12)CC[C@@H]1N(CCC2=CC(=C(C=C12)OC)OC)CC1CCOCC1 (S)-1-(2-(1H-indol-3-yl)ethyl)-6,7-dimethoxy-2-((tetrahydro-2H-pyran-4-yl)methyl)-1,2,3,4-tetrahydroisoquinoline